CN(C(=O)[C@H]1N(S(CC1)(=O)=O)C1=NC(=CC(=C1)C(F)(F)F)C)C1=CC(=C(C(=C1)F)F)F (S)-N-methyl-2-(6-methyl-4-(trifluoromethyl)pyridin-2-yl)-N-(3,4,5-trifluorophenyl)isothiazolidine-3-carboxamide 1,1-dioxide